(1R,3S)-3-(3-{[(1-methyl-1H-pyrazol-4-yl)acetyl]-amino}-1H-pyrazol-5-yl)-cyclopentyl methyl[(2ξ)-4,4,4-trifluorobutan-2-yl]-carbamate CN(C(O[C@H]1C[C@H](CC1)C1=CC(=NN1)NC(CC=1C=NN(C1)C)=O)=O)C(C)CC(F)(F)F